4-(2-cyanopropan-2-yl)-N-(5-(7-(ethyl(4-methoxybenzyl)amino)-1,6-naphthyridin-3-yl)-6-methylpyridin-3-yl)picolinamide C(#N)C(C)(C)C1=CC(=NC=C1)C(=O)NC=1C=NC(=C(C1)C=1C=NC2=CC(=NC=C2C1)N(CC1=CC=C(C=C1)OC)CC)C